4-nitro-3-(trifluoromethyl)-benzoic acid [N+](=O)([O-])C1=C(C=C(C(=O)O)C=C1)C(F)(F)F